N2-([1,3]dioxolo[4',5':5,6]benzo[1,2-d]thiazole-7-yl)-3-methoxypropane-1,2-diamine O1COC=2C=CC3=C(N=C(S3)NC(CN)COC)C21